(S)-17-(tert-butyl)-1-(4-(4-((5-(3,5-difluorobenzyl)-1H-indazol-3-yl)carbamoyl)-3-((tetrahydro-2H-pyran-4-yl)amino)phenyl)piperazin-1-yl)-2,5-dioxo-6,9,12-trioxa-3,16-diazaoctadecan C(C)(C)(C)[C@@H](NCCCOCCOCCOC(CNC(CN1CCN(CC1)C1=CC(=C(C=C1)C(NC1=NNC2=CC=C(C=C12)CC1=CC(=CC(=C1)F)F)=O)NC1CCOCC1)=O)=O)C